CC=1C=C(C(=O)OC)C=CC1 methyl M-methylbenzoate